7-bromo-2-methyl-oxazolo[4,5-b]pyridin-6-amine BrC1=C2C(=NC=C1N)N=C(O2)C